ClC1=NC=CC(=C1)NC(C1=C(C=CC=C1)I)=O N-(2-chloro-4-pyridinyl)-2-iodobenzamide